N-[2-(4,4-difluoropiperidin-1-yl)-6-methylpyrimidin-4-yl]-4-((2-hydroxyethyl)sulfonylamino)-2-{spiro[2.5]oct-6-yl}benzamide FC1(CCN(CC1)C1=NC(=CC(=N1)NC(C1=C(C=C(C=C1)NS(=O)(=O)CCO)C1CCC2(CC2)CC1)=O)C)F